tert-butyl 3-bromo-6,8-dihydro-5H-imidazo[1,5-a]pyrazine-7-carboxylate BrC1=NC=C2N1CCN(C2)C(=O)OC(C)(C)C